S(=O)(=O)(OC(=O)C=1C(=CC=CC1)C)[O-] toluoyl sulfate